C(CCCCCCC)[Zn]CCCCCCCC di(n-octyl)zinc